[N+](#[C-])/C(/C(=O)O)=C\C1=CC=C(C=C1)O isocyanocoumaric acid